NCCC1CCN(CC1)C(=O)OC(C)(C)C 4-aminoethyl-1-Boc-piperidine